4,4'-diacetylaminooctafluorobiphenyl C(C)(=O)NC1=C(C(=C(C(=C1F)F)C1=C(C(=C(C(=C1F)F)NC(C)=O)F)F)F)F